C(C1=CC=CC=C1)OCC1CCC(CC1)C=1N=C2N(C=C(C(=C2)OC(C)C)C(=O)NC2=NC(=CC=C2)C(F)F)C1 2-[4-(benzyloxymethyl)cyclohexyl]-N-[6-(difluoromethyl)-2-pyridyl]-7-isopropoxy-imidazo[1,2-a]pyridine-6-carboxamide